ClCC(=O)N1C2=C(OC[C@@H]1C)N=C(C(=C2)CC2=CC=C(C=C2)F)NCCOC (S)-2-chloro-1-(7-(4-fluorobenzyl)-6-((2-methoxyethyl)amino)-2-methyl-2,3-dihydro-1H-pyrido[2,3-b][1,4]oxazin-1-yl)ethan-1-one